C(C)OC(C1=C(C=C(C(=C1)NC(C)C)N)F)=O 4-amino-2-fluoro-5-(isopropylamino)benzoic acid ethyl ester